2-(7-cyano-5-isopropylthieno[3,2-b]pyridin-2-yl)-4-methylthiazole-5-carboxylic acid C(#N)C1=C2C(=NC(=C1)C(C)C)C=C(S2)C=2SC(=C(N2)C)C(=O)O